C12CN(CC2C1)C1=CC=C(C=N1)[C@@H]1N(C[C@H](C1)O)C1=CC(=NC=N1)NC(=O)[C@@H]1[C@H](C1)C1=NC=CC(=N1)C |&1:27,28| rac-(1S,2S)-N-(6-((2r,4S)-2-(6-(3-azabicyclo[3.1.0]hex-3-yl)pyridin-3-yl)-4-hydroxypyrrolidin-1-yl)-pyrimidin-4-yl)-2-(4-methylpyrimidin-2-yl)cyclopropane-1-carboxamide